CNC(=O)C=1N=C2N(C=C(C=C2)C2=NOC(=N2)C(F)(F)F)C1 N-methyl-6-(5-(trifluoromethyl)-1,2,4-oxadiazol-3-yl)imidazo[1,2-a]pyridine-2-carboxamide